ClC1=NC(=CC=C1CNC(OC(C)(C)C)=O)C1=CC=C(C=C1)F tert-butyl ((2-chloro-6-(4-fluorophenyl)pyridin-3-yl)methyl)carbamate